2-((((9H-fluoren-9-yl)methoxy)carbonyl)amino)-3-(4-(2-(tert-butyldiphenylsilyl)ethoxy)-3-iodophenyl)propionic acid C1=CC=CC=2C3=CC=CC=C3C(C12)COC(=O)NC(C(=O)O)CC1=CC(=C(C=C1)OCC[Si](C1=CC=CC=C1)(C1=CC=CC=C1)C(C)(C)C)I